CC1(OB(OC1(C)C)CCC(C=1C=C(C=CC1)C)NC(C(C)(C)C)=O)C N-(3-(4,4,5,5-tetramethyl-1,3,2-dioxaborolan-2-yl)-1-(m-tolyl)propyl)pivaloamide